2-(7-fluorodibenzo[B,d]furan-4-yl-6-d)pyridine FC1=C(C2=C(C3=C(O2)C(=CC=C3)C3=NC=CC=C3)C=C1)[2H]